FC=1C=C(C=NC1)C=1C=C(C=CC1C)NC(=O)N1C2CCC(C1C2)C(=O)N(C)C trans-N6-(3-(5-fluoropyridin-3-yl)-4-methylphenyl)-N2,N2-dimethyl-6-azabicyclo[3.1.1]heptane-2,6-dicarboxamide